ClC=1C(=NC(=NC1)NC1CCOCC1)C1=CC=C2CN(C(C2=C1)=O)CC(=O)N1C[C@@H](CCC1)O 6-{5-Chloro-2-[(oxan-4-yl)amino]pyrimidin-4-yl}-2-{2-[(3R)-3-hydroxypiperidin-1-yl]-2-oxoethyl}-2,3-dihydro-1H-isoindol-1-on